3-bromo-1-(cyclopropylmethyl)-1H-pyrazole BrC1=NN(C=C1)CC1CC1